1-(4-((4-((3R,4R)-4-(3,4-dihydroisoquinolin-2(1H)-yl)-3-hydroxypiperidine-1-carbonyl)-5-fluoropyridin-2-yl)amino)piperidin-1-yl)ethan-1-one C1N(CCC2=CC=CC=C12)[C@H]1[C@@H](CN(CC1)C(=O)C1=CC(=NC=C1F)NC1CCN(CC1)C(C)=O)O